Cl.FC(C1(CC1)N)(F)F 1-(triFluoromethyl)cyclopropylamine hydrochloride